2-N-dibutylaminoethanol CCCCN(CCCC)CCO